N-(Benzyloxycarbonyl)tyrosine methylester COC([C@@H](NC(=O)OCC1=CC=CC=C1)CC1=CC=C(C=C1)O)=O